C(#C)[C@@H]1CC[C@H](CC1)C=1N(C(=NN1)COC1=NC=CC(=C1)C(F)(F)F)C 2-{[5-(trans-4-ethynyl-cyclohexyl)-4-methyl-4H-1,2,4-triazol-3-yl]methoxy}-4-(trifluoromethyl)pyridine